methyl 5-[1-[(1S)-3-hydroxy-1-methyl-propyl]-6-[[2-(5-hydroxy-1-methyl-pyrazol-4-yl) pyrimidin-4-yl] amino] pyrazolo[4,3-c]pyridin-3-yl]-1-methyl-pyrrole-2-carboxylate OCC[C@H](C)N1N=C(C=2C=NC(=CC21)NC2=NC(=NC=C2)C=2C=NN(C2O)C)C2=CC=C(N2C)C(=O)OC